C(C)(=O)C=1NC2=CC=C(C=C2C1C=1N=NN(C1)CC1CCN(CC1)CCNS(=O)(=O)CC1=CC=C(C=C1)C(F)(F)F)F N-(2-(4-((4-(2-acetyl-5-fluoro-1H-indol-3-yl)-1H-1,2,3-triazol-1-yl)methyl)piperidin-1-yl)ethyl)-1-(4-(trifluoromethyl)phenyl)methanesulfonamide